4-aminoquinoline NC1=CC=NC2=CC=CC=C12